2-methyl-N-[2-(5-{2-[2-(2-methylpropanamido)acetyl]-1,3-dioxo-2,3-dihydro-1H-indene-5-carbonyl}-1,3-dioxo-2,3-dihydro-1H-inden-2-yl)-2-oxoethyl]propanamide CC(C(=O)NCC(=O)C1C(C2=CC=C(C=C2C1=O)C(=O)C=1C=C2C(C(C(C2=CC1)=O)C(CNC(C(C)C)=O)=O)=O)=O)C